C(C)(=O)C1=NN(C2=CC=C(C=C12)C=1C=NC(=NC1)C)CC(=O)N1[C@@H]2C[C@@]2(C[C@H]1C(=O)NC1=NC(=CC(=C1)C)Br)C (1R,3S,5R)-2-(2-(3-acetyl-5-(2-methylpyrimidin-5-yl)-1H-indazol-1-yl)acetyl)-N-(6-bromo-4-methylpyridin-2-yl)-5-methyl-2-azabicyclo[3.1.0]hexane-3-carboxamide